C(CCCCCCCCC)(=O)N[C@@H](CN1C(C2=CC=C(C=C2C1=O)C(=O)N1C[C@H]([C@@H](C1)C(=O)N[C@@H]1[C@H](C1)C1=CC=CC=C1)C(=O)N[C@@H]1[C@H](C1)C1=CC=CC=C1)=O)C(=O)NCCCCCC (3S,4S)-1-(2-((S)-2-decanamido-3-(hexylamino)-3-oxopropyl)-1,3-dioxoisoindoline-5-carbonyl)-N3,N4-bis((1S,2R)-2-phenylcyclopropyl)pyrrolidine-3,4-dicarboxamide